N[C@@H](CCC(C(C)(F)F)(C)C)C=1N=C2N(N=CC(=C2)[C@@H](COC)N2C(NCC(C2)(F)F)=O)C1 1-((S)-1-(2-((S)-1-amino-5,5-difluoro-4,4-dimethylhexyl)imidazo[1,2-b]pyridazin-7-yl)-2-methoxyethyl)-5,5-difluorotetrahydropyrimidin-2(1H)-one